CCCC1=CC=C(C=C1)C=O 4-N-PROPYLBENZALDEHYDE